CS(=O)(=O)C1=NC=CC(=N1)C1=NN(C2=CC=C(C=C12)OCCCOC[C@H](C)O)C1OCCCC1 (2S)-1-[3-[3-(2-methylsulfonylpyrimidin-4-yl)-1-tetrahydropyran-2-yl-indazol-5-yl]oxypropoxy]propan-2-ol